4-amino-2-(trifluoromethyl)nicotinic acid NC1=CC=NC(=C1C(=O)O)C(F)(F)F